BrC=1C(=C(C=O)C(=C(C1)Cl)O)F 3-Bromo-5-chloro-2-fluoro-6-hydroxybenzaldehyde